methyl 2-(3-bromo-5-fluoro-4-methoxyphenyl)acetate BrC=1C=C(C=C(C1OC)F)CC(=O)OC